6-methoxy-1,5-naphthyridine-2-one COC=1N=C2C=CC(NC2=CC1)=O